CN(CCNC1=NC2=CC(=C(C=C2C(=N1)NCC=1C(NC(=CC1C)C)=O)OC)OC)C 3-{[(2-{[2-(dimethylamino)ethyl]amino}-6,7-dimethoxyquinazolin-4-yl)amino]methyl}-4,6-dimethylpyridin-2(1H)-one